N-[4-fluoro-2-methyl-5-[[5-[1-(trifluoromethyl)cyclopropyl]pyridin-2-yl]carbamoyl]phenyl]-2-methyl-1,3-thiazole-5-carboxamide FC1=CC(=C(C=C1C(NC1=NC=C(C=C1)C1(CC1)C(F)(F)F)=O)NC(=O)C1=CN=C(S1)C)C